C1CC2=C(C1)C(=O)NC3=C2C=CC4=C3C=CN=C4 1,2,3,10-Tetrahydrocyclopenta[c][1,8]phenanthrolin-11-one